bis(3-pentyloctyl) 9-(((4-nitrophenoxy)carbonyl)oxy)heptadecanedioate [N+](=O)([O-])C1=CC=C(OC(=O)OC(CCCCCCCC(=O)OCCC(CCCCC)CCCCC)CCCCCCCC(=O)OCCC(CCCCC)CCCCC)C=C1